1-(3,6-dimethoxy-5-methylpyridin-2-yl)propan-2-amine COC=1C(=NC(=C(C1)C)OC)CC(C)N